C(C)[C@@]1(CC[C@@]2([C@H]3CC[C@@]4([C@H](CC[C@H]4[C@@H]3CC[C@H]2C1)[C@@H](CC[C@H](C(C)C)O)F)C)C)O (3S,5S,8R,9S,10S,13S,14S,17S)-3-ethyl-17-((1R,4R)-1-fluoro-4-hydroxy-5-methylhexyl)-10,13-dimethylhexadecahydro-1H-cyclopenta[a]phenanthren-3-ol